CSC1=C(C=CC2=CC=CC=C12)C(C(=O)O)=C (1-(methylthio)naphthalen-2-yl)acrylic acid